(2-{4-amino-1-tert-butyl-1H-pyrazolo[3,4-d]pyrimidin-3-yl}-1H-indol-6-yl)acetamide NC1=C2C(=NC=N1)N(N=C2C=2NC1=CC(=CC=C1C2)CC(=O)N)C(C)(C)C